CN(C(NCCCC(=O)N1[C@@H]([C@H]2C([C@H]2C1)(C)C)C(=O)OC)=S)C methyl (1r,2S,5S)-3-((S)-3,3-dimethyl-2-thioureidobutyryl)-6,6-dimethyl-3-azabicyclo[3.1.0]hexane-2-carboxylate